C1(CC1)C=1C=CC=2N(C1)C=C(N2)C(C2=CC(=NC=N2)NCC2=C(C(=CC=C2N2N=NN=C2)OC)F)(F)F 6-((6-cyclopropylimidazo[1,2-a]pyridin-2-yl)difluoromethyl)-N-(2-fluoro-3-methoxy-6-(1H-tetrazol-1-yl)benzyl)pyrimidin-4-amine